thorium chloride hydrate O.[Cl-].[Th+4].[Cl-].[Cl-].[Cl-]